C(=O)O.CN1N=C2C(=CC(=CC2=C1)NC(=O)N1CCC=2C1=NC=CC2N2CCNC1(CC1)C2)C N-(2,7-dimethyl-2H-indazol-5-yl)-4-(4,7-diazaspiro[2.5]octan-7-yl)-2,3-dihydro-1H-pyrrolo[2,3-b]pyridine-1-carboxamide formate